bromo-4-(difluoromethyl)-2-methoxybenzene BrC1=C(C=C(C=C1)C(F)F)OC